ClC=1C=C(C=C(C1)NS(=O)(=O)C)NC(=O)C1=CN(C(=C1)C)C1=NC=C(C=N1)SC N-(3-chloro-5-(methylsulfonamido)phenyl)-5-methyl-1-(5-(methylthio)pyrimidin-2-yl)-1H-pyrrole-3-carboxamide